FC=1C=C2CC[C@H](C2=CC1)NC(=O)C1=CC=C(S1)C1=C(C(=NC(=C1C(=O)N)CC(C)C)CCC1=CC=C(C=C1)F)C=1OC(=NN1)C (R)-4-(5-((5-fluoro-2,3-dihydro-1H-inden-1-yl)carbamoyl)thiophen-2-yl)-6-(4-fluorophenethyl)-2-isobutyl-5-(5-methyl-1,3,4-oxadiazol-2-yl)nicotinamide